tert-butyl N-[2-[[4-(N-cyano-S-methyl-sulfonimidoyl)benzoyl]amino]-4-(2-thienyl)phenyl]carbamate C(#N)N=S(=O)(C)C1=CC=C(C(=O)NC2=C(C=CC(=C2)C=2SC=CC2)NC(OC(C)(C)C)=O)C=C1